CN(C1=C(C=CC=C1)NC1=CC=CC=C1)C di-methyl-phenyl-phenylenediamine